FC1=CC=C(C=C1)C#CCN1N=CC(=C1)C1=NC=2N3C(N(C(C2N1)=O)CCC)=NC=C3 2-[1-[3-(4-fluorophenyl)prop-2-ynyl]pyrazol-4-yl]-5-propyl-3H-imidazo[2,1-b]purin-4-one